1,8-anthracenediylbis(phosphine) C1(=CC=CC2=CC3=CC=CC(=C3C=C12)P)P